[4-(3-bromo-9H-carbazol-9-yl)butyl]phosphonic Acid BrC=1C=CC=2N(C3=CC=CC=C3C2C1)CCCCP(O)(O)=O